CC(C)NC(=O)O[C@H]1C[C@H](CC1)C=1NN=C(C1C)NC1=CC2=C(CS(C2)(=O)=O)C=C1 (1R,3S)-3-{5-[(2,2-dioxo-1,3-dihydro-2λ6-benzo[c]thiophen-5-yl)amino]-4-methyl-2H-pyrazol-3-yl}cyclopentyl (prop-2-ylamino)methanoate